C1(=CC=CC2=CC3=CC=CC=C3C=C12)OC(=O)C1C2C=CC(C1)C2 5-(1-anthracenoxycarbonyl)-bicyclo[2.2.1]hept-2-ene